1-(2,3,4-trifluorophenyl)methylamine FC1=C(C=CC(=C1F)F)CN